2-(2-chloro-3-fluorophenyl)-N-[3-sulfamoyl-4-(tetrahydro-2H-pyran-4-ylmethoxy)phenyl]acetamide ClC1=C(C=CC=C1F)CC(=O)NC1=CC(=C(C=C1)OCC1CCOCC1)S(N)(=O)=O